FC=1C2=C(C=NC1)CC(C2)C=O 4-fluoro-6,7-dihydro-5H-cyclopenta[c]pyridine-6-carbaldehyde